ClC=1C=CC(=C(CN(C(=O)C=2C(=NN(C2F)C)C(F)F)C2CC2)C1)C(F)(F)F N-[5-chloro-2-(trifluoro-methyl)benzyl]-N-cyclopropyl-3-(difluoromethyl)-5-fluoro-1-methyl-1H-pyrazole-4-carboxamide